(Z)-4-[tert-butyl(diphenyl)silyl]oxy-2-fluoro-but-2-en-1-ol [Si](C1=CC=CC=C1)(C1=CC=CC=C1)(C(C)(C)C)OC\C=C(\CO)/F